ethylene bis[3,3-bis(3-t-butyl-4-hydroxyphenyl)butyrate] C(C)(C)(C)C=1C=C(C=CC1O)C(CC(=O)OCCOC(CC(C)(C1=CC(=C(C=C1)O)C(C)(C)C)C1=CC(=C(C=C1)O)C(C)(C)C)=O)(C)C1=CC(=C(C=C1)O)C(C)(C)C